BrC1=CC=C(C=C1)N1[C@H](CN(CC1)C)C (S)-1-(4-bromophenyl)-2,4-dimethylpiperazine